1-hydroxy-2-methyl-3-(2-(trifluoromethoxy)benzyl)-4(1H)-quinolinone ON1C(=C(C(C2=CC=CC=C12)=O)CC1=C(C=CC=C1)OC(F)(F)F)C